2,6,10-trimethyl-5,9-undecadienal CC(C=O)CCC=C(CCC=C(C)C)C